O.C(CCC)(=O)N Butyramide hydrate